C12(CC(C1)C2)CN 1-{bicyclo[1.1.1]pentan-1-yl}methanamine